dibenzyl (2-((6-(5-((2-fluoro-5-(trifluoromethoxy) benzyl) carbamoyl)-2,6-dimethylpyridin-3-yl) imidazo[1,2-b]pyridazin-2-yl) amino)-2-oxoethyl) phosphate P(=O)(OCC1=CC=CC=C1)(OCC1=CC=CC=C1)OCC(=O)NC=1N=C2N(N=C(C=C2)C=2C(=NC(=C(C2)C(NCC2=C(C=CC(=C2)OC(F)(F)F)F)=O)C)C)C1